C(C)C1(NC2=CC=CC=C2N=C1)O 2-ethyl-2-quinoxalinol